tert-butyl 5-[1-(4-morpholinopyrido[3,2-d]pyrimidin-2-yl)pyrazol-3-yl]-3,6-dihydro-2H-pyridine-1-carboxylate O1CCN(CC1)C=1C2=C(N=C(N1)N1N=C(C=C1)C1=CCCN(C1)C(=O)OC(C)(C)C)C=CC=N2